CC=1C(=NN(C1)COCC[Si](C)(C)C)C1=NC=CC=C1 4-methyl-1-((2-(trimethylsilyl)ethoxy)-methyl)-1H-pyrazol-3-ylpyridine